N-cyclopropyl-3-(1-{imidazo[1,2-a]pyrazin-3-yl}-1H-pyrazol-4-yl)-4-methylbenzamide C1(CC1)NC(C1=CC(=C(C=C1)C)C=1C=NN(C1)C1=CN=C2N1C=CN=C2)=O